C(#N)[C@H](C[C@H]1C(NCC1)=O)N([C@H](C(=O)C1C[N@]2C([C@@H]2C1)(C)C)C(C)(C)C)C(C(F)(F)F)=O (1R,2S,5S)-N-[(1S)-1-cyano-2-[(3S)-2-oxopyrrolidin-3-yl]ethyl]-3-[(2S)-3,3-dimethyl-2-[(2,2,2-trifluoroacetyl)amino]butanoyl]-6,6-dimethyl-azabicyclo[3.1.0]hexane